C1=C(C=CC2=CC=CC=C12)C1=CC2=C(C=N1)C(OC(O2)(C)C)=O 7-(naphthalen-2-yl)-2,2-dimethyl-4H-[1,3]-dioxino[5,4-c]pyridin-4-one